ClC1=NC=NC=C1OC 4-chloro-5-methoxypyrimidine